(R)-1-methyl-4-((1-methyl-1H-pyrazol-4-yl)methyl-d2)-N-(1-methylcyclopropyl)-5-oxo-9-(trifluoromethyl)-1,2,4,5-tetrahydroimidazo[1,2-a]quinazoline-7-sulfonamide C[C@@H]1CN=C2N1C1=C(C=C(C=C1C(N2C([2H])([2H])C=2C=NN(C2)C)=O)S(=O)(=O)NC2(CC2)C)C(F)(F)F